CS(=O)(=O)CS(=O)(=O)N 1-(methylsulfonyl)methanesulfonamide